CC1=CC=C(C=C1)CN1C(CCC1=O)CC(=O)NCC=1C=C2C=CC=NC2=CC1 2-[1-[(4-methylphenyl)methyl]-5-oxopyrrolidin-2-yl]-N-(chinolin-6-ylmethyl)acetamid